ClC1=CC=C(C=C1)[C@@]1(N(C(C2=CC(=CC=C12)C(CN1CCNC(CC1)=O)(C)O)=O)CC1=NC=C(C=C1)Cl)OC (3R)-3-(4-Chlorophenyl)-2-[(5-chloropyridin-2-yl)methyl]-6-[2-hydroxy-1-(5-oxo-1,4-diazepan-1-yl)propan-2-yl]-3-methoxy-2,3-dihydro-1H-isoindol-1-on